C(#C)C=1OC2=C(C1C1=CC=CC=3OC4=C(C31)C=CC=C4)C=CC=C2 1-(2-ethynylbenzofuran-3-yl)dibenzo[b,d]furan